C1(CCCCCC1)NC(COC1=CC=C2C=CC(=CC2=C1)C(CC(=O)OC)C1=CC=C(C=C1)OC(C)C)=O Methyl 3-(7-(2-(cycloheptylamino)-2-oxoethoxy)naphthalen-2-yl)-3-(4-isopropoxyphenyl)propanoate